aminobutane CCCCN